N=1N(C=C2C1CNC2)S(=O)(=O)C=2C=CC1=C(NCCO1)C2 6-[4H,5H,6H-pyrrolo[3,4-c]pyrazole-2-sulfonyl]-3,4-dihydro-2H-1,4-benzoxazine